FC(C1=NN(C(=C1)OC)C1=CC=C(C#N)C=C1)F 4-[3-(difluoromethyl)-5-methoxy-pyrazol-1-yl]benzonitrile